C1(CC1)N1N=C(C2=C1C=NN(C2=O)CC(=O)N[C@@H](C)C2=CC(=C(C=C2)F)OC)C (S)-2-(1-Cyclopropyl-3-methyl-4-oxo-1,4-dihydro-5H-pyrazolo[3,4-d]pyridazin-5-yl)-N-(1-(4-fluoro-3-methoxyphenyl)ethyl)acetamid